BrC=1C=C(C=NC1N1N=CC=N1)NC(=O)C=1C=NN(C1C(F)(F)F)C1=C2C=CC=NC2=CC=C1 N-(5-Bromo-6-(2H-1,2,3-triazol-2-yl)pyridin-3-yl)-1-(chinolin-5-yl)-5-(trifluoromethyl)-1H-pyrazol-4-carboxamid